bis(N,N-di-isopropylcarbamimidoyl)calcium (II) C(C)(C)N(C(=N)[Ca]C(N(C(C)C)C(C)C)=N)C(C)C